CCCCCCCCCC(CC(=O)OC(CC(=O)[O-])C[N+](C)(C)C)O 3-hydroxydodecanoylcarnitine